(2-(7-methoxynaphthalen-1-yl-3-d)ethyl)acetamide COC1=CC=C2C=C(C=C(C2=C1)CCCC(=O)N)[2H]